BrC1=CC(=C2C=CN(C2=C1)C(=O)OC(C)(C)C)Cl tert-butyl 6-bromo-4-chloro-1H-indole-1-carboxylate